C1(CCC1)C1=C(C=CC=C1)B(O)O 2-CYCLOBUTYLPHENYLBORONIC ACID